ammonium propionate imidazole salt N1C=NC=C1.C(CC)(=O)[O-].[NH4+]